C1(CC1)C1=NC=NC(=C1C=1N=CC2=C(N1)C(=CN2)CC2=CC=C(C=C2)C=2N(C=C(N2)C(F)(F)F)C2CC2)OC 2-(4-cyclopropyl-6-methoxy-pyrimidin-5-yl)-7-[[4-[1-cyclopropyl-4-(trifluoromethyl)imidazol-2-yl]phenyl]methyl]-5H-pyrrolo[3,2-d]pyrimidine